7-(2-methoxy-4,6-dimethyl-phenyl)-4-methyl-2-[(3R)-1-methyl-3-piperidyl]-1,8-naphthyridine COC1=C(C(=CC(=C1)C)C)C1=CC=C2C(=CC(=NC2=N1)[C@H]1CN(CCC1)C)C